CC(COOC(C)(C)C)C1=CC(=CC=C1)C(C)COOC(C)(C)C 1,3-bis(tert-butylperoxy-isopropyl)benzene